[N].S(=O)(=O)(C1=CC=CC=2C(N(C)C)=CC=CC12)Cl Dansyl Chloride nitrogen